3-((3-exo)-3-((7-((5-(hydroxymethyl)-4-methylsulfanylazol-2-yl)amino)-1,6-naphthyridin-5-yl)amino)-8-azabicyclo[3.2.1]octane-8-yl)propionitrile OCC1=C(C=C(N1)NC1=NC(=C2C=CC=NC2=C1)NC1CC2CCC(C1)N2CCC#N)SC